(1aS,6R,6aR)-N-methyl-3-(trifluoromethyl)-1,1a,6,6a-tetrahydrocyclopropa[a]inden-6-amine CN[C@@H]1[C@H]2[C@@H](C=3C=C(C=CC13)C(F)(F)F)C2